N-(6-((5-bromo-2-((2-methoxy-5-methyl-4-(4-(4-methylpiperazin-1-yl)piperidin-1-yl)phenyl)Amino)pyrimidin-4-yl)amino)benzo[d]thiazol-5-yl)-N-methylmethanesulfonamide BrC=1C(=NC(=NC1)NC1=C(C=C(C(=C1)C)N1CCC(CC1)N1CCN(CC1)C)OC)NC1=CC2=C(N=CS2)C=C1N(S(=O)(=O)C)C